CCCCCCCCCCCCCCCCCC(=O)OC[C@H](COP(=O)([O-])OCC[NH3+])OC(=O)CC/C=C\\C/C=C\\C/C=C\\C/C=C\\C/C=C\\C/C=C\\CC The molecule is a phosphatidylethanolamine 40:6 zwitterion obtained by transfer of a proton from the phosphate to the primary amino group of 1-octadecanoyl-2-(4Z,7Z,10Z,13Z,16Z,19Z-docosahexaenoyl)-sn-glycero-3-phosphoethanolamine. It is a tautomer of a 1-octadecanoyl-2-(4Z,7Z,10Z,13Z,16Z,19Z-docosahexaenoyl)-sn-glycero-3-phosphoethanolamine.